5-[(2S,6R)-2-[[4-[2-[(3R,4R)-4-amino-3-fluoro-1-piperidyl]-6-methyl-pyrimidin-4-yl]piperazin-1-yl]methyl]-6-methyl-morpholin-4-yl]quinoline-8-carbonitrile N[C@H]1[C@@H](CN(CC1)C1=NC(=CC(=N1)N1CCN(CC1)C[C@H]1CN(C[C@H](O1)C)C1=C2C=CC=NC2=C(C=C1)C#N)C)F